NC=1C=CC(=C2CN(C(C12)=O)CC(C#N)=C)C=1C=C2C(=NNC2=CC1)C#CC 2-({7-amino-1-oxo-4-[3-(prop-1-yn-1-yl)-1H-indazol-5-yl]-2,3-dihydro-1H-isoindol-2-yl}methyl)prop-2-enenitrile